[(1R,3R,4R,7S)-1-[[bis(4-methoxyphenyl)-phenyl-methoxy]methyl]-3-(5-methyl-2,4-dioxopyrimidin-1-yl)-5-(5-methyl-1,2,4-oxadiazol-3-yl)-2-oxa-5-azabicyclo[2.2.1]heptan-7-yl]acetate COC1=CC=C(C=C1)C(OC[C@]12O[C@H]([C@H](N(C1)C1=NOC(=N1)C)[C@@H]2CC(=O)[O-])N2C(NC(C(=C2)C)=O)=O)(C2=CC=CC=C2)C2=CC=C(C=C2)OC